Acetyl-Glutathion C(C)(=O)N[C@H](C(=O)O)CCC(=O)N[C@@H](CS)C(=O)NCC(=O)O